4-(difluoromethyl)-9-methyl-3,4,7,15-tetraazatricyclo[12.3.1.02,6]Octadec-1(18),2,5,14,16-pentaen-8-one FC(N1N=C2C=3C=CN=C(CCCCC(C(NC2=C1)=O)C)C3)F